S=S thionosulfan